(4E,8E)-11-((S)-6-((tert-butyldimethylsilyl)oxy)-2,5,7,8-tetramethylchroman-2-yl)-4,8-dimethylundeca-4,8-dienal [Si](C)(C)(C(C)(C)C)OC=1C(=C2CC[C@](OC2=C(C1C)C)(C)CC/C=C(/CC/C=C(/CCC=O)\C)\C)C